(S)-4-(4-(trifluoromethyl)phenyl)-N-(1-(vinylsulfonyl)pyrrolidin-3-yl)phthalazin-1-amine FC(C1=CC=C(C=C1)C1=NN=C(C2=CC=CC=C12)N[C@@H]1CN(CC1)S(=O)(=O)C=C)(F)F